N,N'-dilauroyl ethylenediamine diacrylate C(C=C)(=O)O.C(C=C)(=O)O.C(CCCCCCCCCCC)(=O)NCCNC(CCCCCCCCCCC)=O